1H-benzo[d]imidazol-5-yl 3-nitrobenzoate [N+](=O)([O-])C=1C=C(C(=O)OC2=CC3=C(NC=N3)C=C2)C=CC1